[C@H]12CC(C[C@H](CCC1)N2)N(C2=CC=C(N=N2)C2=C(C=C(C=C2)C2=CC(N(C=C2)CF)=O)O)C 4-(4-(6-(((1R,3s,5S)-9-azabicyclo[3.3.1]nonan-3-yl)(methyl)amino)pyridazin-3-yl)-3-hydroxyphenyl)-1-(fluoromethyl)pyridin-2(1H)-one